3-(2,5-dioxo-2,5-dihydro-1H-pyrrol-1-yl)-1-(4-phenylbutyl)azetidine-3-carboxylic acid O=C1N(C(C=C1)=O)C1(CN(C1)CCCCC1=CC=CC=C1)C(=O)O